CC1=NNC2=CC=CC=C12 3-METHYL-1H-INDAZOL